7-(3-amino-8-chloroisoquinolin-1-yl)-8-fluoro-2-(((2R,7aS)-2-fluorohexahydro-1H-pyrrolizin-7a-yl)methoxy)pyrido[4,3-d]pyrimidin NC=1N=C(C2=C(C=CC=C2C1)Cl)C1=C(C=2N=C(N=CC2C=N1)OC[C@]12CCCN2C[C@@H](C1)F)F